ClC1=CC=C(C=C1)NC(=O)C1=NC=C(C(=C1)O)C=1NC=C(C1)C(F)(F)F N-(4-chlorophenyl)-4-hydroxy-5-(4-(trifluoromethyl)-1H-pyrrol-2-yl)pyridineamide